(±)-3-amino-3-(2-methoxypyrimidin-5-yl)propionic acid ethyl ester C(C)OC(C[C@H](C=1C=NC(=NC1)OC)N)=O |r|